2,5-Bishydroxymethylfuran OCC=1OC(=CC1)CO